C(CCCCC)C(C(=O)OCCCCCCO[C@H]1[C@H](CN(C1)CCCCCO)OCCCCCCOC(C(CCCCCCCC)CCCCCC)=O)CCCCCCCC (((3S,4R)-1-(5-hydroxypentyl)pyrrolidine-3,4-diyl)bis(oxy))bis(hexane-6,1-diyl) bis(2-hexyldecanoate)